C(N1C(=NC=C1CO)[N+](=O)[O-])([2H])([2H])[2H] (1-(methyl-d3)-2-nitro-1H-imidazol-5-yl)methanol